IC1=C(C(=CC=C1)Cl)Cl 1-iodo-2,3-dichlorobenzene